S1C(=NC2=C1C=CC=C2)N2[C@@H](CCC2)C(=O)N[C@H](C=O)CC2=CC=CC=C2 (S)-1-(BENZO[D]THIAZOL-2-YL)-N-((S)-1-OXO-3-PHENYLPROPAN-2-YL)PYRROLIDINE-2-CARBOXAMIDE